C1(=CC(=CC=C1)C1=NC(=NC(=N1)C1=CC=CC=C1)C1=CC(=CC=C1)C=1C2=CC=CC=C2C(=C2C=CC=CC12)C1=CC=CC=C1)C1=CC=CC=C1 (2-([1,1'-biphenyl]-3-yl))-4-phenyl-6-(3-(10-phenylanthracen-9-yl)phenyl)-1,3,5-triazine